CC=1OC=2CCCC(C2C(C1C)C)=O 2,3,4-trimethyl-4,6,7,8-tetrahydro-5H-chromen-5-one